CN(C(=O)NC)C=CC N,N'-dimethylpropenyl-urea